OC1=C(CNCCC2=C(C=C(C(=C2)OC)C#N)OC)C=CC=C1 N-(2-hydroxybenzyl)-1-(2,5-dimethoxy-4-cyanophenyl)-2-aminoethane